tert-butyl 3-(5-amino-2,4-dimethyl-anilino)azetidine-1-carboxylate NC=1C(=CC(=C(NC2CN(C2)C(=O)OC(C)(C)C)C1)C)C